C1(=CC=C(C=C1)C1=NC2=C(C(O1)=O)C=CC=C2)C2=NC1=C(C(O2)=O)C=CC=C1 2,2'-(1,4-phenylene)bis(4H-3,1-benzoxazin-4-one)